(2-amino-6-(3-fluoro-2-methylphenoxy)imidazo[1,2-a]pyridin-3-yl)((1s,2s)-2-fluorocyclopropyl)methanone NC=1N=C2N(C=C(C=C2)OC2=C(C(=CC=C2)F)C)C1C(=O)[C@H]1[C@H](C1)F